FC1CC1N1CCC1 1-(3-fluoro-cyclopropyl)azetidin